(R)-1-(4-(8-((but-3-en-1-yloxy)methyl)imidazo[1,2-a]pyrazin-6-yl)-5-methoxypyridin-2-yl)-N-ethylethan-1-amine C(CC=C)OCC=1C=2N(C=C(N1)C1=CC(=NC=C1OC)[C@@H](C)NCC)C=CN2